4-methyl-4H-thiazolo[5',4':4,5]Pyrrolo[2,3-d]Pyridazin CN1C2=C(C3=C1C=NN=C3)SC=N2